BrC1=CC2=C(C(=N1)NC1=CC(=NC=C1F)C)N(C=N2)C(C)C 6-bromo-N-(5-fluoro-2-methylpyridin-4-yl)-3-isopropyl-3H-imidazo[4,5-c]pyridin-4-amine